ClC=1C(=C(C=2C(=C(SN2)N2CC(N(CC2)C=CC=O)C(F)F)C1)F)C1=CC(=CC2=CC=CC=C12)O (3S)-4-(5-chloro-7-fluoro-6-(3-hydroxy-1-naphthalenyl)-2,1-benzothiazol-3-yl)-3-(difluoromethyl-1-piperazinyl)-2-propen-1-one